methyl-oxetan acrylate C(C=C)(=O)O.CC1OCC1